COCC1=NN2C(C(NC=C2)=O)=C1 2-(methoxymethyl)pyrazolo[1,5-a]Pyrazin-4(5H)-one